N'-(2-chloro-5-fluoro-phenyl)-4-[(5-hydroxy-2-adamantyl)amino]-6-(1-tetrahydropyran-2-ylpyrazol-4-yl)pyrrolo[1,2-b]pyridazine-3-carboxamidine ClC1=C(C=C(C=C1)F)N=C(N)C1=C(C=2N(N=C1)C=C(C2)C=2C=NN(C2)C2OCCCC2)NC2C1CC3CC(CC2C3)(C1)O